BrC=1C=C2C(N(C(=NC2=CC1)C(CCC)N1CCN(CCC1)CC)CC)=O 6-bromo-3-ethyl-2-(1-(4-ethyl-1,4-diazepan-1-yl)butyl)quinazolin-4(3H)-one